2-morpholin-4-yl-isonicotinamide N1(CCOCC1)C=1C=C(C(=O)N)C=CN1